O1[C@@H](COCC1)CNC(=O)C1=C(C2=C(CCC3=CN(N=C23)CC=2C=NC(=CC2)CC)O1)C N-{[(2R)-1,4-Dioxan-2-yl]methyl}-2-[(6-ethylpyridin-3-yl)methyl]-8-methyl-4,5-dihydro-2H-furo[2,3-g]indazol-7-carboxamid